((5-[3-(1,3-thiazolidine-3-carbonyl)azetidin-1-yl]pyridin-2-yl)thiocarbamoyl)carbamic acid ethyl ester C(C)OC(NC(NC1=NC=C(C=C1)N1CC(C1)C(=O)N1CSCC1)=S)=O